C(C)(C)(C)OC(=O)N[C@@H]1[C@H](C[C@H](OC1)C(=O)O)F (2S,4S,5S)-5-((tert-butoxycarbonyl)amino)-4-fluorotetrahydro-2H-pyran-2-carboxylic acid